(2-(4-bromophenoxy)-1-hydroxyethyl)phosphonic acid dimethyl ester COP(OC)(=O)C(COC1=CC=C(C=C1)Br)O